O=C1NC(CCC1N1C(C2=CC=C(C=C2C1=O)NC[C@@H]1C[C@@H](C1)N1N=CC(=C1)C1=NC2=CC(=CC=C2N=C1)N1CCNCC1)=O)=O 2-(2,6-dioxopiperidin-3-yl)-5-(((cis-3-(4-(7-(piperazin-1-yl)quinoxalin-2-yl)-1H-pyrazol-1-yl)cyclobutyl)methyl)amino)isoindoline-1,3-dione